(3R,4R)-1-(cyclopropylsulfonyl)-4-((5-fluoro-7-isobutylpyrrolo[2,1-f][1,2,4]triazin-2-yl)amino)piperidin-3-ol C1(CC1)S(=O)(=O)N1C[C@H]([C@@H](CC1)NC1=NN2C(C=N1)=C(C=C2CC(C)C)F)O